1-(2-bromo-4-cyano-phenyl)-3-[(1S)-1-(2-pyrimidin-2-yl-1,2,4-triazol-3-yl)ethyl]urea BrC1=C(C=CC(=C1)C#N)NC(=O)N[C@@H](C)C=1N(N=CN1)C1=NC=CC=N1